CC=1C(=C2C=CC=CC2(CC1)O)C dimethyl-4a-naphthol